(1-(4-bromopyridin-2-yl)-3-(pentafluoroethyl)-1,2,4-triazol-5-yl)(phenyl)methanone BrC1=CC(=NC=C1)N1N=C(N=C1C(=O)C1=CC=CC=C1)C(C(F)(F)F)(F)F